CC1=CCC(CC1)C(CC1C(CCC1)=O)C 2-(2-(4-methylcyclohex-3-en-1-yl)propyl)cyclopentan-1-one